methyl 5-(2-bromo-6-chloro-4-pyridyl)pyrazine-2-carboxylate BrC1=NC(=CC(=C1)C=1N=CC(=NC1)C(=O)OC)Cl